2-((7-(1-(adamantan-1-ylmethyl)-5-methyl-1H-pyrazol-4-yl)-8-(methoxycarbonyl)imidazo[1,2-a]pyridin-3-yl)amino)-5-(4-((benzyloxy)carbonyl)piperazin-1-yl)benzoic acid C12(CC3CC(CC(C1)C3)C2)CN2N=CC(=C2C)C2=C(C=3N(C=C2)C(=CN3)NC3=C(C(=O)O)C=C(C=C3)N3CCN(CC3)C(=O)OCC3=CC=CC=C3)C(=O)OC